N-(3-(5-chlorothiophen-2-yl)-4-cyclobutyl-1-methyl-1H-pyrazol-5-yl)-2-(3,3-difluorocyclobutyl)acetamide ClC1=CC=C(S1)C1=NN(C(=C1C1CCC1)NC(CC1CC(C1)(F)F)=O)C